2-Amino-5-chloropyridin-4-thiol NC1=NC=C(C(=C1)S)Cl